N-((R)-1,4-dioxo-1-(((R)-4-phenyl-1-(4,4,5,5-tetramethyl-1,3,2-dioxaborolan-2-yl)butyl)amino)-4-(piperidin-1-yl)butan-2-yl)pyrazine-2-carboxamide chromium-copper [Cu].[Cr].O=C([C@@H](CC(N1CCCCC1)=O)NC(=O)C1=NC=CN=C1)N[C@@H](CCCC1=CC=CC=C1)B1OC(C(O1)(C)C)(C)C